C1(CC1)[C@H]1COC[C@@H](O1)COC1=CC=C(C=C1)C=1C=C(C(NC1C(F)(F)F)=O)C(=O)N 5-(4-(((2r,6s)-6-cyclopropyl-1,4-dioxan-2-yl)methoxy)phenyl)-2-oxo-6-(trifluoromethyl)-1,2-dihydropyridine-3-carboxamide